C(C)(C)(C)OC(C(C[N+](C)(C)C)(C(=O)OC)OCC(=C)C1=C(C=CC(=C1)C(=O)OC)F)=O 3-(tert-butoxy)-2-((2-(2-fluoro-5-(methoxycarbonyl)phenyl)allyl)oxy)-2-(methoxycarbonyl)-N,N,N-trimethyl-3-oxopropan-1-aminium